C(#N)C[C@@H]1N(CCN(C1)C=1C2=C(N=C(N1)N1[C@@H](CCC1)CO)CN(C2)C2CC1=CC=CC3=CC=CC2=C13)C(=O)OCC1=CC=CC=C1 benzyl (2S)-2-(cyanomethyl)-4-(6-(1,2-dihydroacenaphthylen-1-yl)-2-((S)-2-(hydroxymethyl)pyrrolidin-1-yl)-6,7-dihydro-5H-pyrrolo[3,4-d]pyrimidin-4-yl)piperazine-1-carboxylate